C1(CC1)N1C(CC2=C(C(=CC(=C12)F)C)C1=C(C=C(C=C1OCC1=CC=CC=C1)CCC)OCC1=CC=CC=C1)=O 1-Cyclopropyl-4-(2,6-bis(benzyloxy)-4-propylphenyl)-7-fluoro-5-methylindolin-2-one